C(C=C)(=O)C([C@@H](C(=O)N)N)(SSC[C@@H](C(=O)O)N)C(C=C)=O bis(acryloyl)cystine amide